1-Chloro-2-ethylhexan ClCC(CCCC)CC